(3R,4S)-4-(4-(4-(1-(pentan-3-yl)-1H-pyrazol-4-yl)pyrazolo[1,5-a]pyrazin-6-yl)-1H-pyrazol-1-yl)tetrahydrofuran-3-ol CCC(CC)N1N=CC(=C1)C=1C=2N(C=C(N1)C=1C=NN(C1)[C@@H]1[C@H](COC1)O)N=CC2